diethyl-diallyl-ammonium fluoride [F-].C(C)[N+](CC=C)(CC=C)CC